S1C(=NC2=C1C=CC=C2)CN2CCN(CC2)C2=CC(=C(NCC)C=C2C=2N=NNN2)CC(C)C 4-[4-(1,3-benzo-thiazol-2-ylmethyl)-piperazin-1-yl]-N-ethyl-2-isobutyl-5-(2H-tetrazol-5-yl)-aniline